FC1(CCC(CC1)C=1N=C(N(C1)COCC[Si](C)(C)C)OC)F 4-(4,4-difluorocyclohexyl)-2-methoxy-1-((2-(trimethylsilyl)ethoxy)methyl)-1H-imidazole